FC(C=1C=CC(=NC1)CNC1CCOC=2C1=NC=CC2)(F)F N-((5-(trifluoromethyl)pyridin-2-yl)methyl)-3,4-dihydro-2H-pyrano[3,2-b]pyridin-4-amine